FC=1C=C(C#N)C=CC1C([2H])([2H])O 3-Fluoro-4-(hydroxymethyl-d2)benzonitrile